tetranaphthyl-benzidine C1(=CC=CC2=CC=CC=C12)N(C1=CC=C(C2=CC=C(N(C3=CC=CC4=CC=CC=C34)C3=CC=CC4=CC=CC=C34)C=C2)C=C1)C1=CC=CC2=CC=CC=C12